3-phenyl-3-(4-hydroxyethoxyphenyl)-6-methoxy-7-morpholino-13,13-dimethyl-3h,13h-indeno[2',3':3,4]naphtho[1,2-b]pyran C1(=CC=CC=C1)C1(C=CC2=C(O1)C=1C=C(C(=CC1C1=C2C(C2=CC=CC=C21)(C)C)N2CCOCC2)OC)C2=CC=C(C=C2)OCCO